5-(3,9-diazaspiro[5.5]undecan-3-yl)-2-(2,6-dioxo-3-piperidyl)isoindoline C1CN(CCC12CCNCC2)C=2C=C1CN(CC1=CC2)C2C(NC(CC2)=O)=O